C(C)(C)C1=NN=C2N1CCC(C2)C(=O)OC methyl 3-isopropyl-5,6,7,8-tetrahydro-[1,2,4]triazolo[4,3-a]pyridine-7-carboxylate